tert-butyl 3-(5-(6-(3-cyanopyrrolo[1,2-b]pyridazin-7-yl)-4-(((R)-tetrahydrofuran-3-yl)amino)pyridin-3-yl)-1,3,4-thiadiazol-2-yl)-3,8-diazabicyclo[3.2.1]octane-8-carboxylate C(#N)C1=CC=2N(N=C1)C(=CC2)C2=CC(=C(C=N2)C2=NN=C(S2)N2CC1CCC(C2)N1C(=O)OC(C)(C)C)N[C@H]1COCC1